[2H]C1=C(C(=C2C(=C1[2H])C3=C(C(=C(C4=C3C2=C(C(=C4[2H])[2H])[2H])[2H])[2H])[2H])[2H])[2H] Fluoranthene-d10